COC=1C=C(C=C2C=C(N=NC12)C(F)(F)F)C(=O)N 8-methoxy-3-(trifluoromethyl)cinnoline-6-carboxamide